CN(C)CC1=NC2=C(C=CC=C2C=C1)NS(=O)(=O)C1=C(C=CC=C1)C(F)(F)F N-(2-((Dimethylamino)methyl)quinolin-8-yl)-2-(trifluoromethyl)benzenesulfonamide